C(C=C)(=O)CC(C1=CC=CC=C1)=NO acryloyl-acetophenone oxime